titanium (III) dimethylsilane C[SiH2]C.[Ti+3]